OC1=C(C2=CC=CC=C2C(=C1O)O)CC=O 2,3,4-trihydroxynaphthaleneethanone